COC1=CC=C(C(C2=CC=C(C=C2)OC)(C2=CC=CC=C2)OC[C@@H]2[C@H](C[C@@H](O2)N2C=NC=3C(=O)NC(NC(C(C)C)=O)=NC23)O)C=C1 5'-O-(4,4'-dimethoxytrityl)-N2-(2-methyl-1-oxopropyl)-2'-deoxyguanosine